2-(2,6-difluorophenyl)-3,6-dimethyl-4-oxo-3,4-dihydroquinazoline FC1=C(C(=CC=C1)F)C1=NC2=CC=C(C=C2C(N1C)=O)C